6-tert-Butyl-5-(4-chlorophenyl)-4-methoxythieno[2,3-d]pyrimidine C(C)(C)(C)C1=C(C2=C(N=CN=C2OC)S1)C1=CC=C(C=C1)Cl